N1CC(CCC1)C(=O)OC[C@@H]1C[C@H]2N(CCC3=CC(=C(C=C23)OC)OC)C[C@H]1CC(C)C [(2R,3S,11bR)-9,10-dimethoxy-3-(2-methylpropyl)-1H,2H,3H,4H,6H,7H,11bH-pyrido[2,1-a]isoquinolin-2-yl]methyl piperidine-3-carboxylate